(12R)-16-(cyclobutylmethyl)-13-ethyl-8-methoxy-12-methyl-12,13,16,17,18,19,20,21-octahydro-6,23-(azeno)-11,7-(metheno)imidazo[2,1-c][1,4,10,13,15]oxatetraazacyclohenicosin-14(15H)-one C1(CCC1)CC1NC(N([C@@H](C=2N=CC(=C(C3=CN4C(C(OCCCCC1)=N3)=NC=C4)C2)OC)C)CC)=O